N-phenyl-9,9'-spirobifluorene-3-amine C1(=CC=CC=C1)NC=1C=CC=2C3(C4=CC=CC=C4C2C1)C1=CC=CC=C1C=1C=CC=CC13